BrC=1C(=C2N(CCNC2=O)C1CO)I 7-bromo-6-(hydroxymethyl)-8-iodo-3,4-dihydropyrrolo[1,2-a]pyrazin-1(2H)-one